4-((3-(1-((R)-5,8-dioxaspiro[3.4]octan-1-yl)-1H-pyrazol-4-yl)-2-methoxyphenyl)amino)-6-((1r,3R)-3-methylcyclobutane-1-carboxamido)nicotinamide [C@H]1(CCC12OCCO2)N2N=CC(=C2)C=2C(=C(C=CC2)NC2=CC(=NC=C2C(=O)N)NC(=O)C2CC(C2)C)OC